2-(2,3-dichloro-6-hydroxyphenyl)-7-hydroxy-hexahydro-1H-indolizin-5-one ClC1=C(C(=CC=C1Cl)O)C1CC2CC(CC(N2C1)=O)O